(3S,4S)-3-amino-4-methoxypyrrolidine-1-carboxylic acid benzyl ester C(C1=CC=CC=C1)OC(=O)N1C[C@@H]([C@H](C1)OC)N